BrC=1C=C(OC2=CC=3N(C4=CC=CC=C4C3C3=C2C2(C4=CC=CC=C43)C4=CC=CC=C4C=4C=CC=CC42)C4=NC=CC(=C4)C(C)(C)C)C=CC1 7'-(3-bromophenoxy)-5'-(4-(tert-butyl)pyridin-2-yl)-5'h-spiro[fluorene-9,8'-indeno[2,1-c]carbazole]